N-(4-(1-(3-Aminophenyl)-2-oxo-1,2-dihydrobenzo[h][1,6]naphthyridin-8-yl)phenyl)methanesulfonamide NC=1C=C(C=CC1)N1C(C=CC2=CN=C3C(=C12)C=CC(=C3)C3=CC=C(C=C3)NS(=O)(=O)C)=O